NC1C(CCCCC1)C1=C(C2=NC(=CC(=C2S1)NCC=1SC=CC1)Cl)Br 2-(2-Aminocycloheptyl)-3-bromo-5-chloro-N-(thiophen-2-ylmethyl)thieno[3,2-b]pyridin-7-amine